O=C1N(CCC(N1)=O)C=1C=C(C(=NC1)F)CN1CCC(CC1)N1N=C2C=C(C(=CC2=C1)NC(C1=CN=C(C=C1)C(F)(F)F)=O)OC N-(2-(1-((5-(2,4-dioxotetrahydropyrimidin-1(2H)-yl)-2-fluoropyridin-3-yl)methyl)piperidin-4-yl)-6-methoxy-2H-indazol-5-yl)-6-(trifluoromethyl)nicotinamide